bishydroxybutadiene OC(C(=C)O)=C